methyl ((S)-1-(((S)-2-(4-aminophenyl)-1-(2-cyclopropylthiazol-4-yl)ethyl)amino)-1-oxo-3-(pyridin-4-yl)propan-2-yl)(methyl)carbamate NC1=CC=C(C=C1)C[C@@H](C=1N=C(SC1)C1CC1)NC([C@H](CC1=CC=NC=C1)N(C(OC)=O)C)=O